(S)-1-[[6-[2-hydroxy-6-methyl-4-(trifluoromethyl)phenyl]pyrazolo[3,4-b]pyridin-2-yl]methyl]tricyclo[2.2.1.02,6]heptan-3-ol OC1=C(C(=CC(=C1)C(F)(F)F)C)C=1C=CC=2C(N1)=NN(C2)C[C@]21C3C(C(CC32)C1)O